CN(CCOC1=CN=CC=2N1C(=NC2C2=CC=C(C=C2)OC2=C(C(=CC=C2)OC)F)[C@H]2CN(CC2)C(C=C)=O)C (R)-1-(3-(5-(2-(dimethylamino)ethoxy)-1-(4-(2-fluoro-3-methoxyphenoxy)phenyl)imidazo[1,5-a]pyrazin-3-yl)pyrrolidin-1-yl)prop-2-en-1-one